2-((4-(5-amino-1,3,4-oxadiazol-2-yl)-2-methoxyphenyl)amino)-9-cyclopentyl-7,7-difluoro-5-methyl-5,7,8,9-tetrahydro-6H-pyrimido[4,5-b][1,4]diazepin-6-one NC1=NN=C(O1)C1=CC(=C(C=C1)NC=1N=CC2=C(N(CC(C(N2C)=O)(F)F)C2CCCC2)N1)OC